racemic-ethyl 2-cyanocyclopropanecarboxylate C(#N)C1C(C1)C(=O)OCC